1-(pentafluorophenyl)acetone FC1=C(C(=C(C(=C1CC(=O)C)F)F)F)F